methyl 3-fluoro-5-(hydroxymethyl)benzoate FC=1C=C(C(=O)OC)C=C(C1)CO